4-[(2R)-3-(3,4-dihydro-1H-isoquinolin-2-yl)-2-hydroxy-propyl]-8-[8-azabicyclo[3.2.1]octan-3-yl]oxyl-2,3-dihydro-1,4-benzoxazepin-5-one dihydrochloride Cl.Cl.C1N(CCC2=CC=CC=C12)C[C@H](CN1CCOC2=C(C1=O)C=CC(=C2)OC2CC1CCC(C2)N1)O